COC=1C=C(C(=O)O)C=CC1N1C=NC(=C1)C 3-methoxy-4-(4-methyl-1H-imidazol-1-yl)benzoic acid